C1(CC1)C=1C=C(CNCCCCOCCOC2=NC3=C(C4=CN=CC=C24)C=CC=C3)C=C(C1)OC(F)(F)F 5-(2-(4-((3-cyclopropyl-5-(trifluoro-methoxy)benzyl)amino)butoxy)ethoxy)benzo[c][2,6]naphthyridine